C(CCC)OC(=O)N1[C@H]([C@](CCC1)(NS(=O)C(C)(C)C)CN)CO[C@@H]1CC[C@@H](CC1)C1=CC=CC=C1 |o1:8,9| butyl-rel-(2R,3R)-3-(aminomethyl)-3-[(2-methylpropane-2-sulfinyl)amino]-2-({[(CIS)-4-phenylcyclohexyl]oxy}methyl)piperidine-1-carboxylate